[N+](=O)([O-])[O-].[Na+].CN1C=NC=C1 N-methylimidazole sodium nitrate